COC1=NC(=CC=C1[C@@H]1[C@H](O[C@@]([C@@H]1C)(C(F)(F)F)C)C(=O)NC1=CC(=NC=C1)C(=O)N)C(F)(F)F (2S,3R,4R,5S)-4-[[3-[2-Methoxy-6-(trifluoromethyl)-3-pyridyl]-4,5-dimethyl-5-(trifluoromethyl)tetrahydrofuran-2-carbonyl]amino]pyridin-2-carboxamid